FC(C1=CC(=NN1C)C(=O)ON\C(\CC1=C(C=CC=C1C)F)=N/[H])F (Z)-N-((5-(difluoromethyl)-1-methyl-1H-pyrazole-3-carbonyl)oxy)-2-(2-fluoro-6-methylphenyl)acetimidamide